6-(1-hydroxy-1-methyl-ethyl)-2-[3-[1-[(4-methyl-1,2,4-triazol-3-yl)sulfanyl]ethyl]phenyl]isoindolin-1-one OC(C)(C)C1=CC=C2CN(C(C2=C1)=O)C1=CC(=CC=C1)C(C)SC1=NN=CN1C